F[P-](F)(F)(F)(F)F.N1(N=NC2=C1C=CC=C2)O[P+](N2CCCC2)(N2CCCC2)N2CCCC2 benzotriazol-1-yloxytris(pyrrolidino)phosphonium hexafluorophosphate